tert-butyl 3-fluoro-3-(1-methyl-2-oxo-1,2-dihydropyridin-4-yl)pyrrolidine-1-carboxylate FC1(CN(CC1)C(=O)OC(C)(C)C)C1=CC(N(C=C1)C)=O